2H-pyrido[3,4-f]pyrrolo[3,4-b][1,4,5]oxathiazocine C=1NC=C2C1OC=C1C(=NS2)C=NC=C1